C(CCCCCCC)OC(CCCCCCCCCCCC/C=C/CCO)OCCCCCCCC (3E)-17,17-dioctyloxy-3-heptadecen-1-ol